[C@@H]1([C@H](O)[C@H](O)[C@H](O1)CO)N1CC(=CC=C1)C(NC(C1=CC=CC=C1)(C1=CC=CC=C1)C1=CC=CC=C1)=O 1-beta-D-ribofuranosyl-3-(tritylcarbamoyl)pyridine